1,3-dioxoisoindolin-2-yl 6,6-dimethyltetrahydro-2H-pyran-3-carboxylate CC1(CCC(CO1)C(=O)ON1C(C2=CC=CC=C2C1=O)=O)C